[1-(3,4-dihydroxy-5-methyltetrahydrofuran-2-yl)-5-fluoro-2-oxo-1H-pyrimidin-4-yl]carbamic acid pentyl ester C(CCCC)OC(NC1=NC(N(C=C1F)C1OC(C(C1O)O)C)=O)=O